acrylic acid-2-(3,4-dihydroxyphenyl)hexyl ester OC=1C=C(C=CC1O)C(COC(C=C)=O)CCCC